FC(C1(C2=C(SC(=C2)C)C2(C[C@@H](NCC2)C)OC1)O)F (2'S)-4-(difluoromethyl)-2,2'-dimethyl-spiro[5H-thieno[2,3-c]pyran-7,4'-piperidine]-4-ol